BrC1=CSC2=CN=CC(=C21)CO[Si](C)(C)C(C)(C)C (3-bromothieno[2,3-c]pyridin-4-yl)methoxy-tert-butyl-dimethyl-silane